2-(7-azaspiro[3.5]nonan-2-yl)acetonitrile C1C(CC12CCNCC2)CC#N